O[Ru](O)O hydroxyruthenium dihydroxide